C(C)C=1C(NC=2C=C(C=NC2C1)CN1C[C@H]2N(C3=C(NC2=O)N=C(C=C3)C(=O)NC)CC1)=O (R)-3-((7-Ethyl-6-oxo-5,6-dihydro-1,5-naphthyridin-3-yl)methyl)-N-methyl-5-oxo-2,3,4,4a,5,6-hexahydro-1H-pyrazino[1,2-a]pyrido[2,3-e]pyrazine-8-carboxamide